C1(CC1)C[C@@H](C(=O)O)NC(C[C@H]1N(C(CC1)=O)CC1=C(C(=CC=C1)F)F)=O (S)-3-Cyclopropyl-2-(2-((S)-1-(2,3-difluorobenzyl)-5-oxopyrrolidin-2-yl)acetamido)propanoic acid